4-(2-(pyrrolidin-1-yl)-4-(trifluoromethyl)benzyl)piperazine-1-carboxylic acid 1,1,1,3,3,3-hexafluoropropan-2-yl ester benzenesulfonate salt C1(=CC=CC=C1)S(=O)(=O)O.FC(C(C(F)(F)F)OC(=O)N1CCN(CC1)CC1=C(C=C(C=C1)C(F)(F)F)N1CCCC1)(F)F